C(C1=CC=CC=C1)SC=1C(=C(C(=O)OC)C=C(C1)Cl)OC methyl 3-(benzylthio)-5-chloro-2-methoxybenzoate